N1C=NC(=C1)C(=O)O imidazole-4-carboxylic acid